N(=C=O)COC Isocyanato(methoxy)methan